NC=1C=C(C=C(C1)C(F)(F)F)[C@@H](C)NC=1C2=C(C(NN1)=O)C=NC(=C2)C2CCN(CC2)C (R)-1-((1-(3-Amino-5-(trifluoromethyl)phenyl)ethyl)amino)-7-(1-methylpiperidin-4-yl)pyrido[3,4-d]pyridazin-4(3H)-one